N1CC(C1)N1CC(C1)N1N=CC(=C1)C1=NC2=C(C(=CC=C2N=C1)OC1=CC2=C(N=C(N2)C)C=C1)Cl 2-[1-[1-(Azetidin-3-yl)azetidin-3-yl]pyrazol-4-yl]-8-chloro-7-[(2-methyl-3H-benzimidazol-5-yl)oxy]quinoxaline